O1C[C@@H](CCC1)[C@@H](C)N1N=CC=2C1=NC(=CN2)N 1-((R)-1-((S)-tetrahydro-2H-pyran-3-yl)ethyl)-1H-pyrazolo[3,4-b]pyrazin-6-amine